pivalic acid 7-fluoro-5-(((trifluoromethyl) sulfonyl) oxy)-2,3-dihydrobenzo[b]Oxepin-8-yl ester FC1=CC2=C(OCCC=C2OS(=O)(=O)C(F)(F)F)C=C1OC(C(C)(C)C)=O